[In].[Sb](O)(O)O antimony hydroxide, indium salt